FC=1C=C(CNC2=NC=CN=C2)C=CC1C1=NOC(=N1)C(F)(F)F N-(3-fluoro-4-(5-(trifluoromethyl)-1,2,4-oxadiazol-3-yl)benzyl)pyrazin-2-amine